2-(4-Benzyl-oxy-2,3-dihydrobenzofuran-5-yl)-4,4,5,5-tetramethyl-1,3,2-dioxaborolane C(C1=CC=CC=C1)OC1=C(C=CC2=C1CCO2)B2OC(C(O2)(C)C)(C)C